[(2S,3S,4E,6S,7S,10S)-7,10-dihydroxy-3,7-dimethyl-12-oxo-2-[(2E,4E)-6-pyridin-4-ylhepta-2,4-dien-2-yl]-1-oxacyclododec-4-en-6-yl] 4-cycloheptylpiperazine-1-carboxylate C1(CCCCCC1)N1CCN(CC1)C(=O)O[C@H]1/C=C/[C@@H]([C@H](OC(C[C@H](CC[C@]1(C)O)O)=O)\C(\C)=C\C=C\C(C)C1=CC=NC=C1)C